NC1=CC=C(CNC=2C=CC3=C(C=C(O3)C(=O)NC3=CC(=C(C=C3)C(F)(F)F)C)C2)C=C1 5-((4-aminobenzyl)amino)-N-(3-methyl-4-(trifluoromethyl)phenyl)benzofuran-2-carboxamide